(3-carbamoyl-2-oxo-1-phenyl-7-(trifluoromethyl)-1,2-dihydro-1,8-naphthyridin-4-yl)(methyl)carbamic acid tert-butyl ester C(C)(C)(C)OC(N(C)C1=C(C(N(C2=NC(=CC=C12)C(F)(F)F)C1=CC=CC=C1)=O)C(N)=O)=O